The molecule is a biflavonoid consisting of two molecules of afzelechin joined by a (4alpha->8) linkage. It has a role as a plant metabolite. It is a proanthocyanidin and a biflavonoid. It derives from an afzelechin. C1[C@@H]([C@H](OC2=C1C(=CC(=C2[C@H]3[C@@H]([C@H](OC4=CC(=CC(=C34)O)O)C5=CC=C(C=C5)O)O)O)O)C6=CC=C(C=C6)O)O